2-methyl-N-((trans)-3-(trifluoromethyl)cyclobutyl)benzamide (E,E)-8,10-dodecadienyl-acetate C(CCCCCC\C=C\C=C\C)CC(=O)O.CC1=C(C(=O)N[C@@H]2C[C@H](C2)C(F)(F)F)C=CC=C1